N[C@H](C(=O)N1[C@@H]([C@H]2C([C@H]2C1)(C)C)C(=O)N[C@H](C(=O)N)C=1C=NC=CC1)C(C)(C)C (1R,2S,5S)-3-[(2S)-2-amino-3,3-dimethyl-butanoyl]-N-[(1S)-2-amino-2-oxo-1-(3-pyridyl)ethyl]-6,6-dimethyl-3-azabicyclo[3.1.0]hexane-2-carboxamide